S-phenyl-cysteine C1(=CC=CC=C1)SC[C@H](N)C(=O)O